C(C1=CC=CC=C1)OC[C@H](C1=CC=CC=C1)\N=C(\C1=CC=C(C=C1)C(F)(F)F)/C#N (S,Z)-N-(2-(benzyloxy)-1-phenylethyl)-4-(trifluoromethyl)benzimidoyl cyanide